Cl.ClC=1C(=C(C=CC1)C1(CNCC1)NC1=CC=C2C=CN(C(C2=C1)=O)C([2H])([2H])[2H])C 7-((3-(3-chloro-2-methylphenyl)pyrrolidin-3-yl)amino)-2-(methyl-d3)isoquinolin-1(2H)-one hydrochloride